2-(4-pyridyl)allyl alcohol N1=CC=C(C=C1)C(CO)=C